(trans)-N,N-dibenzyl-4-(3-bromopropyl)cyclohexylamine C(C1=CC=CC=C1)N(CC1=CC=CC=C1)[C@@H]1CC[C@H](CC1)CCCBr